[Si](C)(C)(C(C)(C)C)OC=1C=C2C(=NN(C2=CC1)C1OCCCC1)C=1C=NN(C1)CCOCCO[C@H]([C@H](C)O)C (2S,3S)-3-[2-[2-[4-[5-[tert-butyl(dimethyl)silyl]oxy-1-tetrahydropyran-2-yl-indazol-3-yl]pyrazol-1-yl]ethoxy]ethoxy]butan-2-ol